(3S,4R)-3-AMINO-4-(DIFLUOROMETHYL)CYCLOPENT-1-ENE-1-CARBOXYLIC ACID N[C@H]1C=C(C[C@H]1C(F)F)C(=O)O